4-((1-(4-(2-(2-aminopyridin-3-yl)-5-(2-fluoropyridin-3-yl)-3H-imidazo[4,5-b]pyridin-3-yl)benzyl)piperidin-4-yl)amino)pyrimidine-2-carbonitrile NC1=NC=CC=C1C1=NC=2C(=NC(=CC2)C=2C(=NC=CC2)F)N1C1=CC=C(CN2CCC(CC2)NC2=NC(=NC=C2)C#N)C=C1